8-[(2s,5r)-2-ethyl-5-methyl-4-[(2,4,6-trifluorophenyl)methyl]piperazin-1-yl]-5-methyl-6-oxo-5,6-dihydro-1,5-naphthyridine-2-carbonitrile C(C)[C@@H]1N(C[C@H](N(C1)CC1=C(C=C(C=C1F)F)F)C)C1=CC(N(C=2C=CC(=NC12)C#N)C)=O